6-chloro-4-{4-[(3-hydroxy-4-methoxyphenyl)methyl]piperazin-1-yl}-1-methyl-2-oxo-1,2-dihydro-1,5-naphthyridine-3-carbonitrile ClC=1N=C2C(=C(C(N(C2=CC1)C)=O)C#N)N1CCN(CC1)CC1=CC(=C(C=C1)OC)O